4-(2-furyl)-3-buten-2-ol O1C(=CC=C1)C=CC(C)O